5-[4-(1,3-Dioxolan-2-yl)piperidin-1-yl]pyridine-2-carboxylic acid O1C(OCC1)C1CCN(CC1)C=1C=CC(=NC1)C(=O)O